FC1=C(C(=O)NOC)C=C(C(=C1)F)NC1=NC=NN2C1=C(C(=C2)C=2OC(=NN2)CC(F)(F)F)C(C)C 2,4-Difluoro-5-{5-isopropyl-6-[5-(2,2,2-trifluoro-ethyl)-[1,3,4]oxadiazol-2-yl]-pyrrolo[2,1-f][1,2,4]triazin-4-ylamino}-N-methoxy-benzamide